2,3,3-trichloro-1,1,3-trifluoropropene ClC(=C(F)F)C(F)(Cl)Cl